(S)-5-(4-(5-fluoropyrimidin-2-yl)-2-methylpiperazin-1-yl)pyrazin-2-amine FC=1C=NC(=NC1)N1C[C@@H](N(CC1)C=1N=CC(=NC1)N)C